NC=1C=C2C(=C3C(NC(C13)(O)C1=C(C=CC(=C1)F)Cl)=O)NC(CO2)=O 6-amino-7-(2-chloro-5-fluorophenyl)-7-hydroxy-7,8-dihydro-[1,4]oxazino[3,2-e]isoindole-2,9(1H,3H)-dione